CC1=C(C=C(C=C1)NC(=O)C1CNCCC1)C(F)(F)F piperidine-3-carboxylic acid (4-methyl-3-trifluoromethylphenyl)amide